N-(5-bromo-2-nitrophenyl)-1-{2-[(tert-butyldimethylsilyl)oxy]ethyl}-3-methylpiperidin-3-amine BrC=1C=CC(=C(C1)NC1(CN(CCC1)CCO[Si](C)(C)C(C)(C)C)C)[N+](=O)[O-]